3-(3-methyl-1H-pyrazol-4-yl)-1-[(4-methylphenyl)dioxy-λ6-thio]-5-[4-(4-methylpiperazin-1-yl)phenyl]pyrrolo[2,3-b]pyridine CC1=NNC=C1C1=CN(C2=NC=C(C=C21)C2=CC=C(C=C2)N2CCN(CC2)C)[SH4]OOC2=CC=C(C=C2)C